(e)-2-amino-1-((r)-1,1-difluoro-5-azaspiro[2.4]heptan-5-yl)butan-1-one hydrochloride Cl.NC(C(=O)N1C[C@]2(CC2(F)F)CC1)CC